NC1(CN(CCC1)C1=C(C=C(C=C1)C1=CC(=CC=C1)F)CN1C2=NC=NC(=C2N=C1)N)C(=O)N(C)C 3-amino-1-(3-((6-amino-9H-purin-9-yl)methyl)-3'-fluoro-[1,1'-biphenyl]-4-yl)-N,N-dimethylpiperidine-3-carboxamide